tert-butyl (2S)-2-(cyanomethyl)-4-[2-[[(2S)-1-methylpyrrolidin-2-yl] methoxy]-5,6,7,8-tetrahydropyrido[3,4-d]pyrimidin-4-yl]piperazine-1-carboxylate C(#N)C[C@@H]1N(CCN(C1)C=1C2=C(N=C(N1)OC[C@H]1N(CCC1)C)CNCC2)C(=O)OC(C)(C)C